1-(4-(prop-2-yn-1-yl)piperazin-1-yl)ethan-1-one C(C#C)N1CCN(CC1)C(C)=O